C1(CC1)C1=NN2C(OCCC2)=C1C(=O)O 2-Cyclopropyl-6,7-dihydro-5H-pyrazolo[5,1-b][1,3]oxazine-3-carboxylic acid